FC(C1=NC=C(C=N1)[C@H](C)N)(F)F (1S)-1-[2-(trifluoromethyl)pyrimidin-5-yl]ethylamine